(1R,3S,5R)-N-(6-chloropyrazin-2-yl)-5-methyl-2-azabicyclo[3.1.0]Hexane-3-carboxamide hydrochloride Cl.ClC1=CN=CC(=N1)NC(=O)[C@H]1N[C@@H]2C[C@@]2(C1)C